ClC1=NC=C(C(=C1)C(=O)NCCC1=C(C=C(C=C1)C)C)OC1=CC2=C(OC(O2)(F)F)C=C1 2-chloro-5-[(2,2-difluoro-1,3-benzodioxol-5-yl)oxy]-N-[2-(2,4-dimethylphenyl)ethyl]pyridine-4-carboxamide